(2,7-octadienyl) malonate C(CC(=O)[O-])(=O)OCC=CCCCC=C